C1=C(C=CC2=CC=CC=C12)C=1C=C2C=CC(=C(C2=CC1)C1=C(C=CC2=CC(=CC=C12)C1=CC2=CC=CC=C2C=C1)OC1=C(C=C(C=C1)CO)C1=CC=CC2=C1SC1=C2C=CC=C1)OC1=C(C=C(C=C1)CO)C1=CC=CC2=C1SC1=C2C=CC=C1 [(6,6'-bis(naphthalen-2-yl)[1,1'-binaphthalene]-2,2'-diyl)bis{oxy[3-(dibenzo[b,d]thiophen-4-yl)-4,1-phenylene]}]dimethanol